CN1C=C(C(=CC1=O)C1=CC=CC=C1)C(=O)N(C)C methyl-N,N-dimethyl-6-oxo-4-phenyl-1,6-dihydropyridine-3-carboxamide